C1=CC=CC=2C3=CC=CC=C3C(C12)COC(=O)N[C@H](C(=O)O)CC1=CC(=CC=C1)I (S)-2-((((9H-fluoren-9-yl)methoxy)carbonyl)amino)-3-(3-iodophenyl)propanoic acid